N-(2-(indolin-1-yl)-2-methylpropyl)-4-(trifluoromethoxy)benzenesulfonamide N1(CCC2=CC=CC=C12)C(CNS(=O)(=O)C1=CC=C(C=C1)OC(F)(F)F)(C)C